3-(4-(pyridin-4-ylmethyl)-1,3-oxazol-2-yl)cyclobutan-1-one N1=CC=C(C=C1)CC=1N=C(OC1)C1CC(C1)=O